C(C1=CC=CC=C1)OC[C@]1(CN(CC1)C(=O)OC(C)(C)C)C(=O)N1C(OC[C@@H]1C(C)C)=O tert-butyl (S)-3-((benzyloxy)methyl)-3-((S)-4-isopropyl-2-oxooxazolidine-3-carbonyl)pyrrolidine-1-carboxylate